C(C)(=O)C1=CC=C(CNC=2C=CC(=C(C2)S(=O)(=O)Cl)OCC)C=C1 5-(4-acetyl-benzylamino)-2-ethoxyl-benzenesulfonyl chloride